CC(C)=CC(C(CC(C)C)=O)=O 2,7-dimethyl-2-octene-4,5-dione